1-(3-Cyclopropyl-6-methyl-1-(piperidin-4-yl)-1H-indol-5-yl)dihydropyrimidine C1(CC1)C1=CN(C2=CC(=C(C=C12)N1CNCC=C1)C)C1CCNCC1